COC(N[C@H]1CN(CC1)C=1C2=CN(N=C2C(=CC1)C(NC=1N=C(C=2N(C1)C=C(N2)C)OC2=CC=CC=C2)=O)C)=O methyl-N-[(3R)-1-[2-methyl-7-({2-methyl-8-phenoxyimidazo[1,2-a]pyrazin-6-yl}carbamoyl)indazol-4-yl]pyrrolidin-3-yl]carbamate